9-(2,4-difluorophenyl)-2,3-dimethyl-7-(2-(6-methylpyrimidin-4-yl)tetrahydro-2H-pyran-4-yl)-4H-pyrazino[1,2-a]pyrimidin-4-one FC1=C(C=CC(=C1)F)C1=NC(=CN2C1=NC(=C(C2=O)C)C)C2CC(OCC2)C2=NC=NC(=C2)C